5-(7-Methylpyrido[2,3-b]pyrazin-6-yl)-4,5,6,7-tetrahydrothiazolo[5,4-c]pyridine CC1=CC=2C(=NC=CN2)N=C1N1CC2=C(CC1)N=CS2